2-((dimethylamino)methyl)benzofuran-5-amine CN(C)CC=1OC2=C(C1)C=C(C=C2)N